BrC=1C=C2C(=C(C(NC2=NC1)=O)C(=O)NC1CC2(C1)CCC2)C 6-bromo-4-methyl-2-oxo-N-spiro[3.3]heptan-2-yl-1H-1,8-naphthyridine-3-carboxamide